ClC=1C=C2C(=NC1)N=C(N2)C2(CCC2)C=2N=C1CCCN(C1=CC2)C(=O)OC2CC2 cyclopropyl 6-[1-(6-chloro-1H-imidazo[4,5-b]pyridin-2-yl)cyclobutyl]-3,4-dihydro-1,5-naphthyridine-1(2H)-carboxylate